CC=1N=C(SC1C)NC(=O)C=1C(=C(C=CC1)NCCCCCCC(=O)O)C 7-((3-((4,5-dimethylthiazol-2-yl)carbamoyl)-2-methylphenyl)amino)heptanoic acid